CN1C(=CC(=O)N1C2=CC=CC=C2)CO The molecule is a pyrazolone that is antipyrine in which one of the hydrogens of the 5-methyl group is substituted by a hydroxymethyl group. It is a metabolite of the analgesic drug, antipyrene. It has a role as a drug metabolite and a human urinary metabolite. It derives from an antipyrine.